FC(C=1C(=CNC(C1)=O)C(=O)NC1=C(C=C(C(=C1)C1=NC(=NC=C1)N1CCOCC1)F)N1C[C@H](N([C@H](C1)C)C)C)F |r| 4-(difluoromethyl)-N-[4-fluoro-5-(2-morpholin-4-ylpyrimidin-4-yl)-2-[rac-(3R,5S)-3,4,5-trimethylpiperazin-1-yl]phenyl]-6-oxo-1H-pyridine-3-carboxamide